6-(8-bromo-3-(methoxymethyloxy)naphthalen-1-yl)-4-oxotetrahydro-2H-pyran-3-carboxylic acid methyl ester COC(=O)C1COC(CC1=O)C1=CC(=CC2=CC=CC(=C12)Br)OCOC